4-[2-(6-fluoro-1H-indol-3-yl)ethoxy]-2-(2-methyl-thiazol-5-yl)-7,8-dihydro-6H-pyrimido[5,4-b][1,4]oxazine FC1=CC=C2C(=CNC2=C1)CCOC1=NC(=NC2=C1OCCN2)C2=CN=C(S2)C